tert-butyl 6-chloro-1-(2-{2,5-diazabicyclo[2.2.1]heptan-2-yl}ethyl)-3-[3-(naphthalen-1-yloxy)propyl]-7-(1,3,5-trimethyl-1H-pyrazol-4-yl)-1H-indole-2-carboxylate ClC1=CC=C2C(=C(N(C2=C1C=1C(=NN(C1C)C)C)CCN1C2CNC(C1)C2)C(=O)OC(C)(C)C)CCCOC2=CC=CC1=CC=CC=C21